[Cl-].[Cl-].C[Si](C)(C)CC(CC1(C=CC=C1)[Zr+2]C1C=CC=C1)=C [(2-trimethylsilylmethylallyl)cyclopentadienyl](cyclopentadienyl)zirconium dichloride